COC1=CC=C(C=C1)C1=NN=C(S1)NC([C@H](CC(C)C)NS(=O)(=O)C1=CC=C(C=C1)C)=O (S)-N-(5-(4-methoxyphenyl)-1,3,4-thiadiazol-2-yl)-4-methyl-2-(4-methylphenylsulfonamido)pentanamide